[N-](S(=O)(=O)C(F)(F)F)S(=O)(=O)C(F)(F)F.C[N+](CCCCC)(CCC)C N,N-dimethyl-N-propyl-N-pentylammonium bis(trifluoromethanesulfonyl)imide salt